(S)-N-(3-(5-(6-aminohex-1-yn-1-yl)-1H-pyrrol-2-yl)prop-2-yn-1-yl)-2-(4-(4-chlorophenyl)-2,3,9-trimethyl-6H-thieno[3,2-f][1,2,4]triazolo[4,3-a][1,4]diazepin-6-yl)acetamide NCCCCC#CC1=CC=C(N1)C#CCNC(C[C@H]1C=2N(C3=C(C(=N1)C1=CC=C(C=C1)Cl)C(=C(S3)C)C)C(=NN2)C)=O